2-(dibenzo[b,d]furan-2-yloxy)pyridine C1=C(C=CC=2OC3=C(C21)C=CC=C3)OC3=NC=CC=C3